C(=O)(O)C(CC1=CC=C(C=C1)OCCOCCOCC)N1CCN(CCN(CCN(CC1)CC(=O)[O-])C(C(=O)[O-])CO)CC(=O)[O-] 2-{7-[1-carboxy-2-{4-[2-(2-ethoxyethoxy)ethoxy]phenyl} ethyl]-4,10-bis(carboxylatomethyl)-1,4,7,10-tetraazacyclododecan-1-yl}-3-hydroxypropanoate